BrC1=C(C=CC(=C1)F)C1OCC(CC1)=C (2-bromo-4-fluorophenyl)-5-methylenetetrahydro-2H-pyran